P(=O)(OC(C)CC)(OC(C)CC)[O-] di(2-butyl) phosphate